ethyl (2-cyano-2-(2-(3,5-dichloro-4-((5-cyclobutyl-6-methoxypyridin-3-yl)oxy)phenyl)hydrazineylidene)acetyl)carbamate C(#N)C(C(=O)NC(OCC)=O)=NNC1=CC(=C(C(=C1)Cl)OC=1C=NC(=C(C1)C1CCC1)OC)Cl